ClC1=CC=C(C=C1)C(C(F)(F)F)N(S(=O)(=O)C1=CC(N(C=C1)C)=O)C N-(1-(4-chlorophenyl)-2,2,2-trifluoroethyl)-N,1-dimethyl-2-oxo-1,2-dihydropyridine-4-sulfonamide